C(C)OC(CN1C(=C(C2=CC=CC=C12)C=O)Cl)=O 2-(2-chloro-3-formyl-1H-indol-1-yl)acetic acid ethyl ester